C(C)[N+](C(=C)COC(NC1=CC=CC=C1)=O)(CC)[O-] N,N-diethyl-3-((phenylcarbamoyl)oxy)prop-1-en-2-amine oxide